6-(2-aminoethyl)-N-[(furan-2-yl)methyl]-7-methylthieno[3,2-c]pyridazin-4-amine NCCC1=C(C=2N=NC=C(C2S1)NCC=1OC=CC1)C